C1(CC1)C1=CC=C(C=N1)COC1=C(C=C(C=C1)NC1=C(C=2N=C(C=NC2C=C1)N1CCOCC1)C#N)OC 6-((4-((6-cyclopropylpyridin-3-yl)methoxy)-3-methoxyphenyl)amino)-3-morpholinoquinoxaline-5-carbonitrile